(±)-4-((4-(3-((2,6-dioxopiperidin-3-yl)amino)phenyl)piperidin-1-yl)methyl)piperidine O=C1NC(CC[C@H]1NC=1C=C(C=CC1)C1CCN(CC1)CC1CCNCC1)=O |r|